4-(6-Cyanoquinolin-4-ylamino)-N-(2-fluoro-4-(pyridin-4-ylamino)phenyl)benzamide C(#N)C=1C=C2C(=CC=NC2=CC1)NC1=CC=C(C(=O)NC2=C(C=C(C=C2)NC2=CC=NC=C2)F)C=C1